4-amino-7-(2-aminopyrimidin-5-yl)-1-methyl-1H-pyrazolo[4,3-c]pyridin NC1=NC=C(C2=C1C=NN2C)C=2C=NC(=NC2)N